BrC1=CC2=C(N(N=N2)C)C(=C1)F 5-bromo-7-fluoro-1-methyl-benzotriazole